[Nb].[Ru] Ruthenium-Niobium